2,2-dimethyl-1,3-dioxolane-4-carbaldehyde CC1(OCC(O1)C=O)C